C(C)(C)(C)OC([C@H](CCC(=O)OC(C)(C)C)NC(N[C@@H](CCCCNC([C@H](CC1=CC2=CC=CC=C2C=C1)N)=O)C(=O)OC(C)(C)C)=O)=O.ClC1=CC=C(C=C1)C1=CC(=NC=C1)N1CCNCC1 [4-(4-chlorophenyl)pyridin-2-yl]Piperazine di-tert-butyl-(2S)-2-[[(1S)-5-[[(2S)-2-amino-3-(2-naphthyl)propanoyl]amino]-1-tert-butoxycarbonyl-pentyl]carbamoylamino]pentanedioate